N-[(2R)-1,4-dioxan-2-ylmethyl]-8-methyl-2-(oxetan-3-ylmethyl)-4,5-dihydro-2H-furo[2,3-g]indazole-7-carboxamide O1[C@@H](COCC1)CNC(=O)C1=C(C2=C(CCC3=CN(N=C23)CC2COC2)O1)C